1-(2,6-dihydroxy-4-methoxyphenyl)-3-phenylpropan-1-one OC1=C(C(=CC(=C1)OC)O)C(CCC1=CC=CC=C1)=O